5-(4-(azetidin-3-yl)phenyl)-1-methyl-1H-pyrazole N1CC(C1)C1=CC=C(C=C1)C1=CC=NN1C